BrC=1C2=CC=CC=C2C(=C2C=CC=CC12)Br 9,10-dibromoanthracene